5-bromo-2-(1-(phenylsulfonyl)-1H-pyrrolo[2,3-b]pyridin-3-yl)thiazole BrC1=CN=C(S1)C1=CN(C2=NC=CC=C21)S(=O)(=O)C2=CC=CC=C2